C=1C=CN2C=CC=C(C12)C(=O)O Indolizine-8-carboxylic acid